ClC1=C(C=C(C=C1)F)COC1=CC2=C([C@@]3(CCN([C@@H]3CC2)C(CN2CCS(CC2)(=O)=O)=O)S(=O)(=O)C2=CC=C(C=C2)F)C=C1 4-{2-[(3aR,9bR)-7-[(2-chloro-5-fluorophenyl)methoxy]-9b-(4-fluorobenzenesulfonyl)-1H,2H,3H,3aH,4H,5H,9bH-benzo[e]indol-3-yl]-2-oxoethyl}-1λ6-thiomorpholine-1,1-dione